N-(azetidin-3-yl)-2-(2-((6,6-dimethyl-2,4-dioxo-3-azabicyclo[3.1.0]hexan-3-yl)methyl)thieno[3,2-b]pyridin-7-yl)-4-methyl-6-(trifluoromethyl)nicotinamide N1CC(C1)NC(C1=C(N=C(C=C1C)C(F)(F)F)C1=C2C(=NC=C1)C=C(S2)CN2C(C1C(C1C2=O)(C)C)=O)=O